FC(C1=C(CNC2=CC=C(C=C2)C2=NOC(=N2)C(F)(F)F)C=CC=C1)(F)F N-[2-(trifluoromethyl)benzyl]-N-{4-[5-(trifluoromethyl)-1,2,4-oxadiazol-3-yl]phenyl}amine